FC1=CC=C(C=C1)C1=CC(=C(C=C1)NC(OC(C)(C)C)=O)NC(=O)C=1C=NC(=CC1)S(=O)(=N)C=1N(C=NC1)C1OCCCC1 tert-butyl N-[4-(4-fluorophenyl)-2-[[6-[(3-tetrahydropyran-2-ylimidazol-4-yl)sulfonimidoyl]pyridine-3-carbonyl]amino]phenyl]carbamate